ClC(=O)C1CCC(CC1)C(=O)OC (1R,4R)-Methyl 4-(chlorocarbonyl)cyclohexanecarboxylate